N-((R)-1-(4-(ethylsulfonyl)phenyl)-2-hydroxyethyl)-6-((2S)-2-((2-fluoroethoxy)methyl)-5-(4-(trifluoromethyl)phenyl)piperidin-1-yl)nicotinamide C(C)S(=O)(=O)C1=CC=C(C=C1)[C@H](CO)NC(C1=CN=C(C=C1)N1[C@@H](CCC(C1)C1=CC=C(C=C1)C(F)(F)F)COCCF)=O